C(C)(C)(C)OC(=O)N1[C@H](CN(CC1)C1=NC(=NC(=C1[N+](=O)[O-])CC1(CCCC2=CC=C(C=C12)Cl)C(=O)OC)Cl)CC#N (2S)-4-(2-chloro-6-((7-chloro-1-(methoxycarbonyl)-1,2,3,4-tetrahydronaphthalen-1-yl)methyl)-5-nitropyrimidin-4-yl)-2-(cyanomethyl)piperazine-1-carboxylic acid tert-butyl ester